C1[C@H](C([C@@H](CC1(C(=O)O)O)O)O)O The molecule is the (-)-enantiomer of quinic acid. It is a conjugate acid of a (-)-quinate. It is an enantiomer of a (+)-quinic acid.